FC1=C(C=CC(=C1)F)[C@@](CN1N=NC=C1)([C@H](C#C)C)O (2R,3S)-2-(2,4-difluorophenyl)-3-methyl-1-(1H-triazol-1-yl)-4-pentyn-2-ol